5,15-bis(3,5-dihydroxyphenyl)-10,20-dibromoporphin zinc [Zn].OC=1C=C(C=C(C1)O)C=1C2=CC=C(N2)C(=C2C=CC(C(=C3C=CC(=C(C=4C=CC1N4)Br)N3)C3=CC(=CC(=C3)O)O)=N2)Br